2-(2,4,5-trifluorophenyl)propan-1-one FC1=C(C=C(C(=C1)F)F)C(C=O)C